3-(2,4-dimethylphenyl)sulfonyl-8-(3-methoxypropoxy)-4H-triazolo[1,5-a]quinazolin-5-one CC1=C(C=CC(=C1)C)S(=O)(=O)C=1N=NN2C1NC(C1=CC=C(C=C21)OCCCOC)=O